[Si](C)(C)(C(C)(C)C)OC/C=C/B1OC(C)(C)C(C)(C)O1 (E)-3-(tert-butyldimethylsilyloxy)propene-1-yl-boronic acid pinacol ester